trans-2-(3-bromophenyl)cyclopentanol BrC=1C=C(C=CC1)[C@H]1[C@@H](CCC1)O